FC=1C(=NC(=NC1)NC1=CC(=CC=C1)N1CCN(CC1)C1CCOCC1)N1C=C(C2=CC(=CC=C12)OC)C(=O)N 1-(5-fluoro-2-{3-[4-(tetrahydro-pyran-4-yl)-piperazin-1-yl]-phenylamino}-pyrimidin-4-yl)-5-methoxy-1H-indole-3-carboxylic acid amide